4-(2-hydroxy-prop-2-yl)-2-methoxy-N-((5-(thiophen-2-yl)-1,3,4-oxadiazol-2-yl)methyl)benzamide OC(C)(C)C1=CC(=C(C(=O)NCC=2OC(=NN2)C=2SC=CC2)C=C1)OC